C(N)(=O)C=1C(=C(C2=CC=C(C=C2C1)Cl)Cl)NC(=O)C=1N(N=C(C1)C(F)(F)F)C1=NC=CC=C1Cl N-(3-carbamoyl-1,6-dichloro-2-naphthyl)-2-(3-chloro-2-pyridyl)-5-(trifluoromethyl)pyrazole-3-carboxamide